COC(\C(=C\CCCC)\C)=O (E)-2-methylhept-2-enoic acid methyl ester